1-oxo-2-(trifluoromethyl)pyridin-1-ium-3-carboxylic acid ethyl ester C(C)OC(=O)C=1C([N+](C=CC1)=O)C(F)(F)F